[Na+].C1(CC1)C1=NC=2N(C(=C1)COC)C=NC2C(=O)[O-] 2-cyclopropyl-4-(methoxymethyl)imidazo[1,5-a]pyrimidine-8-carboxylic acid sodium salt